C(#N)N(C(C1=CC=C(C=C1)[N+](=O)[O-])=O)CC=C(C)C N-cyano-N-(3-methylbut-2-en-1-yl)-4-nitrobenzamide